NCCC(=O)NC1CCN(CC1)C(=O)C1=C(C=C(C=C1)NC(=O)C=1N(C(=CN1)C1=C(C(=C(C=C1)OC)F)F)C)Cl N-[4-[4-(3-aminopropionylamino)piperidine-1-carbonyl]-3-chloro-phenyl]-5-(2,3-difluoro-4-methoxy-phenyl)-1-methyl-imidazole-2-carboxamide